FC1=CC=C(C=C1)C[C@@H]1N(C[C@@H]2C[C@H]12)C=1NC(C=C(N1)N1CCOCC1)=O 2-[(1R,4S,5S)-4-[(4-fluorophenyl)methyl]-3-azabicyclo[3.1.0]hexan-3-yl]-4-morpholino-1H-pyrimidin-6-one